COC=1C=C(C=C(C1)OC)N(C1=CC(=CC(=C1)OC)OC)C1=CC(=CC(=C1)OC)OC Tri(3,5-dimethoxyphenyl)amine